O.O.S(=O)(=O)(O)OS(=O)(=O)O.N(=NC(C)(C)C=1NCCN1)C(C)(C)C=1NCCN1 2,2'-azobis(2-(2-imidazolin-2-yl)propane) disulfate dihydrate